CC=1C=CC=2N(C3=CC=C(C=C3C2C1)C)C1=C(C#N)C=CC(=C1)C=1C=NC=CC1 2-(3,6-dimethyl-9H-carbazol-9-yl)-4-(pyridin-3-yl)benzonitrile